potassium 4-[(2R)-3-(3,4-dihydro-1H-isoquinolin-2-yl)-2-hydroxy-propyl]-2,2-dimethyl-5-oxo-3H-1,4-benzoxazepin-8-carboxylate C1N(CCC2=CC=CC=C12)C[C@H](CN1CC(OC2=C(C1=O)C=CC(=C2)C(=O)[O-])(C)C)O.[K+]